OCCN1C=C(C(=C1C1=C(C=CC=C1)C(F)(F)F)C)C(=O)NC1=CC=C(C=C1)S(=O)(=O)C (S)-1-(2-hydroxyethyl)-4-methyl-N-[4-(methylsulfonyl)Phenyl]-5-[2-(trifluoromethyl)phenyl]-1H-pyrrole-3-carboxamide